6-(4-(5-methyl-1,2,4-oxadiazol-3-yl)-2-(trifluoromethyl)phenyl)nicotinic acid CC1=NC(=NO1)C1=CC(=C(C=C1)C1=NC=C(C(=O)O)C=C1)C(F)(F)F